OCCS(=O)(=O)C1=CC=C2CN(C(C2=C1)=O)C1C(NC(CC1)=O)=O 3-(6-((2-hydroxyethyl)sulfonyl)-1-oxoisoindolin-2-yl)piperidine-2,6-dione